CC1(CCC=2C1=NC1=C(C2NC(=O)N=[S@@](=O)(N)C2=NN(C(=C2)C(C)(C)O)C2=CC=C(C=C2)F)CCC1)C (S)-N'-((3,3-dimethyl-1,2,3,5,6,7-hexahydrodicyclopenta[b,e]pyridin-8-yl)carbamoyl)-1-(4-fluorophenyl)-5-(2-hydroxypropan-2-yl)-1H-pyrazole-3-sulfonimidamide